2-(4-chloro-3-fluorophenoxy)-N-{3-[(5-phenyl-1,3,4-oxadiazol-2-yl)amino]bicyclo[1.1.1]pentan-1-yl}acetamide ClC1=C(C=C(OCC(=O)NC23CC(C2)(C3)NC=3OC(=NN3)C3=CC=CC=C3)C=C1)F